COC=1C=C(C=CC1NCC#CC=1N(C2=CC=CC(=C2C1)NC1CCOCC1)CC(F)(F)F)S(=O)(=O)NCCOCCOCCOCCNC(OC(C)(C)C)=O tert-Butyl N-[2-[2-[2-[2-[[3-methoxy-4-[3-[4-(tetrahydropyran-4-ylamino)-1-(2,2,2-trifluoroethyl)indol-2-yl]prop-2-ynylamino]phenyl]sulfonylamino]ethoxy]ethoxy]ethoxy]-ethyl]carbamate